2-((3-(2,6-Dioxopiperidin-3-yl)-1-methyl-1H-indazol-6-yl)oxy)-N-(4-(p-tolyl-oxy)phenyl)acetamide O=C1NC(CCC1C1=NN(C2=CC(=CC=C12)OCC(=O)NC1=CC=C(C=C1)OC1=CC=C(C=C1)C)C)=O